(1R,2R)-N-(6-((R)-1-cyanospiro[2.2]pentan-1-yl)isoquinolin-3-yl)-2-(pyridin-2-yl)cyclopropane-1-carboxamide C(#N)[C@@]1(CC12CC2)C=2C=C1C=C(N=CC1=CC2)NC(=O)[C@H]2[C@@H](C2)C2=NC=CC=C2